2-(2-bromoisobutyryloxy)ethyl methacrylate C(C(=C)C)(=O)OCCOC(C(C)(C)Br)=O